ClC=1C(N(N=CC1NC[C@@]1(COCCC1)F)C1CCN(CC1)[C@H](CC)C1=NC(=NO1)C1CC1)=O 4-chloro-2-(1-((R)-1-(3-cyclopropyl-1,2,4-oxadiazol-5-yl)propyl)piperidin-4-yl)-5-(((S)-3-fluoro-tetrahydro-2H-pyran-3-yl)methylamino)pyridazin-3(2H)-one